FC=1C=C(C=C(C1)F)C1=NO[C@@](C1)(C=C)C(=O)N[C@H]1C=C[C@H](C1)C(=O)OC methyl (1S,4R)-4-[[[(5S)-3-(3,5-difluorophenyl)-5-vinyl-4H-1,2-oxazol-5-yl] carbonyl]amino]cyclopent-2-ene-1-carboxylate